L-aspartyl-L-2,5-dihydrophenylglycine N[C@@H](CC(=O)O)C(=O)N[C@@H](C=1CC=CCC1)C(=O)O